(3aR,5s,6aS)-N-(5-methyl-6-(2,3,5-trifluorophenyl)pyridazin-3-yl)-2-((tetrahydro-2H-pyran-4-yl)methyl)octahydrocyclopenta[c]pyrrol-5-amine CC=1C=C(N=NC1C1=C(C(=CC(=C1)F)F)F)NC1C[C@@H]2[C@@H](CN(C2)CC2CCOCC2)C1